6-chloro-N-((6-cyclopropyl-8-(3-fluoroazetidin-1-yl)imidazo[1,2-a]pyridin-2-yl)methyl)pyrimidin-4-amine ClC1=CC(=NC=N1)NCC=1N=C2N(C=C(C=C2N2CC(C2)F)C2CC2)C1